ClC=1C=C(C(=O)NC=2C(=NC(=CC2)OC)C)C(=CN1)NC1=C(C=C(C=C1)F)C 2-chloro-5-((4-fluoro-2-meth-ylphenyl)-amino)-N-(6-methoxy-2-methylpyridin-3-yl)isonicotinamide